(1S,3S)-3-{4-[(tert-Butoxycarbonyl)(tert-butyl)sulfamoyl]Phenyl}-2,2-dimethylcyclopropane C(C)(C)(C)OC(=O)N(S(=O)(=O)C1=CC=C(C=C1)[C@@H]1C(C1)(C)C)C(C)(C)C